5-Methoxy-carbonyl-methyl-uridine C[C@@]1([C@@H]([C@@H]([C@H](O1)C(=O)C=O)O)O)N2C=C(C(=O)NC2=O)OC